4-chloro-6-oxopyrimidin ClC=1N=CNC(C1)=O